FC=1C=C2[C@H](N3C(C2=CC1)=CN=C3)C3OCCCC3O ((S)-7-fluoro-5H-imidazo[5,1-a]isoindol-5-yl)tetrahydro-2H-pyran-3-ol